N-(2,2-dimethoxyethyl)methacrylamide COC(CNC(C(=C)C)=O)OC